2'-oxospiro[cyclopropane-1,3'-indoline]-1'-carboxylic acid tert-butyl ester C(C)(C)(C)OC(=O)N1C(C2(C3=CC=CC=C13)CC2)=O